tert-butyl 6-(1-((4-fluorophenyl)carbamoyl)cyclobutyl)-3,4-dihydro-1,5-naphthyridine-1(2H)-carboxylate FC1=CC=C(C=C1)NC(=O)C1(CCC1)C=1N=C2CCCN(C2=CC1)C(=O)OC(C)(C)C